[Cl-].[Cl-].C[SiH](C)[Zr+2](C1C(=C(C(=C1C)C)C)C)C1C=C(C2=CC=CC=C12)C1=CC=CC=C1 dimethylsilyl-(3-phenyl-1H-inden-1-yl)(2,3,4,5-tetramethylcyclopenta-2,4-dienyl)zirconium dichloride